N-(5-(2-amino-4-oxo-3-propyl-3,4-dihydropyrido[2,3-d]pyrimidin-6-yl)pyridin-2-yl)pentanamide NC=1N(C(C2=C(N1)N=CC(=C2)C=2C=CC(=NC2)NC(CCCC)=O)=O)CCC